4-(6-(5-azaspiro[2.4]heptan-5-yl)pyrazin-2-yl)-1H-1,2,3-triazol C1CC12CN(CC2)C2=CN=CC(=N2)C=2N=NNC2